C(C1=CC=CC=C1)N1C(N([C@H]2[C@@H]1CSC2)CC2=CC=CC=C2)=O (3aS,6aR)-1,3-dibenzyl-2-oxohexahydro-4H-thieno[3,4-d]imidazole